tert-butyl O2-methyl (2R,4S)-4-hydroxypyrrolidine-1,2-dicarboxylate O[C@H]1C[C@@H](N(C1)C(=O)OC(C)(C)C)C(=O)OC